C(C)(C)(C)OC(=O)N1CCC(=CC1)B1OC(C(O1)(C)C)(C)C 4-(4,4,5,5-tetramethyl-1,3,2-dioxaborol-2-yl)-1,2,3,6-tetrahydropyridine-1-carboxylic acid tert-butyl ester